ClC1=C(C=2N=C(N=C(C2C=N1)N([C@H]1[C@H](N(CC1)C(=O)OC(C)(C)C)C)C)OC[C@@H]1N(CC(C1)=CF)C)F tert-butyl (2R,3R)-3-((7-chloro-8-fluoro-2-(((R)-4-(fluoromethylene)-1-methylpyrrolidin-2-yl)methoxy)pyrido[4,3-d]pyrimidin-4-yl)(methyl)amino)-2-methylpyrrolidine-1-carboxylate